2-amino-9-((2R,3S,4S,5R)-4-fluoro-3-hydroxy-5-(hydroxymethyl)tetrahydrofuran-2-yl)-7-(thiophen-3-ylmethyl)-7,9-dihydro-1H-purine-6,8-dione NC=1NC(C=2N(C(N(C2N1)[C@@H]1O[C@@H]([C@H]([C@H]1O)F)CO)=O)CC1=CSC=C1)=O